ClC=1C(=C(OC=2C(=CN=NC2)C2=NOC[C@H](N2)CC2=C(C=C(C=C2)C)Cl)C=CC1)F |r| (5RS)-3-[5-(3-chloro-2-fluorophenoxy)pyridazin-4-yl]-5-(2-chloro-4-methylbenzyl)-5,6-dihydro-4H-1,2,4-oxadiazine